NC1=NC(=C(C=C1C=1C=C2CCNC(C2=CC1)=O)C1=CC=C(C=C1)N1CCN(CC1)CCCC(F)F)F 6-(2-amino-5-(4-(4-(4,4-difluorobutyl)piperazin-1-yl)phenyl)-6-fluoropyridin-3-yl)-3,4-dihydroisoquinolin-1(2H)-one